NC1=NC(=C2N=CN(C2=N1)CC(=O)NC=1SC=C(N1)C)O 2-(2-amino-6-hydroxy-9H-purin-9-yl)-N-(4-methylthiazol-2-yl)acetamide